ClC=1C(=NC=C(C1I)F)N(S(=O)(=O)CC)S(=O)(=O)CC N-(3-chloro-5-fluoro-4-iodopyridin-2-yl)-N-(ethylsulfonyl)ethanesulfonamide